ClC1=CC(=C(S1)C1=CC=C(C(=N1)C)O[C@@H]1C[C@H](CCC1)C(=O)O)COC(N(CC(F)(F)F)C)=O (1S,3S)-3-((6-(5-chloro-3-(((methyl(2,2,2-trifluoroethyl)carbamoyl)oxy)methyl)Thiophen-2-yl)-2-methylpyridin-3-yl)oxy)cyclohexane-1-carboxylic acid